FC1=C(C=C(C(=C1)C)C=1C=C(C=2N(C1)C=CN2)N2CCOCC2)NC(=O)N2CC(CC2)C(C(F)(F)F)(F)F N-(2-fluoro-4-methyl-5-(8-morpholinoimidazo[1,2-a]pyridin-6-yl)phenyl)-3-(perfluoroethyl)pyrrolidine-1-carboxamide